(1-{2,6-difluoro-4-[6-(3-methoxy-propoxy)-pyridin-2-yl]-phenyl}-pyrrolidin-3-yl)-acetic acid FC1=C(C(=CC(=C1)C1=NC(=CC=C1)OCCCOC)F)N1CC(CC1)CC(=O)O